2-{6-[(3R)-3-(cyclopropylamino)pyrrolidin-1-yl]pyridin-3-yl}-5-(1H-pyrazol-4-yl)phenol C1(CC1)N[C@H]1CN(CC1)C1=CC=C(C=N1)C1=C(C=C(C=C1)C=1C=NNC1)O